[5-chloro-6-(2,2-difluoro-5-azaspiro[2.4]heptan-5-yl)-3-pyridyl]-[4-(5-methyloxazolo[4,5-b]pyridin-2-yl)piperazin-1-yl]methanone ClC=1C=C(C=NC1N1CC2(C(C2)(F)F)CC1)C(=O)N1CCN(CC1)C=1OC=2C(=NC(=CC2)C)N1